C1(CCCCC1)C(=O)N1CC(C1)(C(=O)N(C1=CC=CC=C1)CC1=NC=C(C=C1)C=1OC(=NN1)C(F)F)F 1-(cyclohexanecarbonyl)-N-((5-(5-(difluoromethyl)-1,3,4-oxadiazol-2-yl)pyridin-2-yl)methyl)-3-fluoro-N-phenylazetidine-3-carboxamide